[(1S,2S)-2-(2,4-difluorophenyl)-1,3-dimethyl-butyl] (2S)-2-[(3-hydroxy-4-methoxy-pyridine-2-carbonyl)amino]propanoate OC=1C(=NC=CC1OC)C(=O)N[C@H](C(=O)O[C@H]([C@@H](C(C)C)C1=C(C=C(C=C1)F)F)C)C